NC1=CC=C(C=C1)N1[C@@H](O[C@@H](C1=O)C)C=1C=NN(C1)C1=NC=CC(=C1)Br (2S,5R)-3-(4-aminophenyl)-2-(1-(4-bromopyridin-2-yl)-1H-pyrazol-4-yl)-5-methyloxazolidin-4-one